[C@H](C)(CC)[C@@H]1N(CC2=C(NC1=O)C=CC(=C2)F)S(=O)(=O)N (S)-3-((S)-sec-butyl)-7-fluoro-2-oxo-1,2,3,5-tetrahydro-4H-benzo[e][1,4]diazepine-4-sulfonamide